3-(((3-chloropyridin-2-yl)methyl)amino)-5-(2-fluorostyryl)-4H-benzo[e][1,2,4]thiadiazine 1,1-dioxide ClC=1C(=NC=CC1)CNC1=NS(C2=C(N1)C(=CC=C2)C=CC2=C(C=CC=C2)F)(=O)=O